N(C(=N)N)CCC=CC=O 5-guanidino-2-penten-1-one